BrC1=C(C=C(C(=O)O)C=C1)OCOC 4-Bromo-3-(methoxymethoxy)benzoic acid